FC1=COC2=C1C=C(C=C2)C(C(C)NC)([2H])[2H] 1-(3-fluorobenzofuran-5-yl)-N-methylpropan-1,1-d2-2-amine